N-(cis-1-acetyl-2-(((cis-4-phenylcyclohexyl)oxy)methyl)-piperidin-3-yl)cyclopropanesulfonamide C(C)(=O)N1[C@H]([C@H](CCC1)NS(=O)(=O)C1CC1)CO[C@@H]1CC[C@@H](CC1)C1=CC=CC=C1